OCCNCCN 2-Hydroxyethylethylenediamine